COC1=C(C=C(C=C1)C)C1=CC=C(C(=O)N2CCN(CC2)C2=NC3=CC=CC=C3C(N2)=O)C=C1 2-[4-[4-(2-Methoxy-5-methylphenyl)benzoyl]piperazin-1-yl]-3H-quinazolin-4-one